COC1=C(C=CC=C1C1=NN(C=N1)C)NC1=NC(=NC=C1C(=O)NC)NC1=CC(=NC=C1)C ((2-methoxy-3-(1-methyl-1H-1,2,4-triazol-3-yl)phenyl)amino)-N-methyl-2-((2-methylpyridin-4-yl)amino)pyrimidine-5-carboxamide